N-((4-isopropylthiazol-2-yl)methyl)-1-(pyridin-4-ylmethyl)-1H-pyrrole-2-carboxamide C(C)(C)C=1N=C(SC1)CNC(=O)C=1N(C=CC1)CC1=CC=NC=C1